NC1=NC(=CC(=N1)C=1N=NN(C1)CC1=CC=CC(=N1)CCC(=O)O)C1=CC(=CC=C1)C#N 3-[6-({4-[2-amino-6-(m-cyanophenyl)-4-pyrimidinyl]-1H-1,2,3-triazol-1-yl}methyl)-2-pyridinyl]propanoic acid